CN(C(OC1=CC2=C(CN(C(O2)=O)CC2=C(C(=CC=C2)NS(NC)(=O)=O)F)N=C1)=O)C 3-({2-fluoro-3-[(methylsulfamoyl)amino]phenyl}methyl)-2-oxo-2H,3H,4H-pyrido[2,3-e][1,3]oxazin-7-yl N,N-dimethylcarbamate